7-cyclobutyl-6-fluoro-2-oxo-1H-quinoline-3-carboxylic acid C1(CCC1)C1=C(C=C2C=C(C(NC2=C1)=O)C(=O)O)F